(S)-2-(2-fluoro-4-(pyrrolidin-2-yl)phenyl)-N-(3-(4-fluoropiperidin-1-yl)propyl)imidazo[2',1':2,3]thiazolo[4,5-c]pyridine-7-carboxamide FC1=C(C=CC(=C1)[C@H]1NCCC1)C=1N=C2SC3=C(C=NC(=C3)C(=O)NCCCN3CCC(CC3)F)N2C1